NC=1C=C(C=C(C1)C)NC(OC(C)(C)C)=O tert-butyl N-(3-amino-5-methyl-phenyl)carbamate